3-Hydroxy-2,2-dimethylpropyl-9-{[(4-chloro-2,6-dimethylphenyl)acetyl]amino}-3,3-dimethyl-1,5-dioxaspiro[5.5]undecane-9-carboxylate OCC(COC(=O)C1(CCC2(OCC(CO2)(C)C)CC1)NC(CC1=C(C=C(C=C1C)Cl)C)=O)(C)C